N-[5-(2,6-difluoro-4-methoxyphenyl)-2-(4,6-dimethylpyridin-2-yl)-1-methyl-3-oxo-2,3-dihydro-1H-pyrazol-4-yl]-4-(trifluoromethoxy)benzamide FC1=C(C(=CC(=C1)OC)F)C1=C(C(N(N1C)C1=NC(=CC(=C1)C)C)=O)NC(C1=CC=C(C=C1)OC(F)(F)F)=O